O=C(C(=O)OC(C#CC(=O)OC(C)(C)C)C1=CC=CC=C1)C tert-butyl 4-((2-oxopropionyl) oxy)-4-phenylbut-2-ynoate